4-[(2-bromophenyl)amino]-2-{[6-methoxy-2-(methylsulfonyl)-1,2,3,4-tetrahydroisoquinolin-7-yl]amino}pyrimidine-5-carboxamide BrC1=C(C=CC=C1)NC1=NC(=NC=C1C(=O)N)NC1=C(C=C2CCN(CC2=C1)S(=O)(=O)C)OC